C1(=CC=CC=C1)N1N=C(C=C1C1=CC=C(C=C1)C(F)(F)F)OCC(=O)O ({1-phenyl-5-[4-(trifluoromethyl)phenyl]-1H-pyrazol-3-yl}oxy)acetic acid